2-(3,6-diazabicyclo[3.1.1]heptan-3-yl)-7-(thiazol-2-yl)benzo[d]oxazole-4-carboxylic acid C12CN(CC(N1)C2)C=2OC=1C(N2)=C(C=CC1C=1SC=CN1)C(=O)O